OCC=1C=C(C2=C(N=C(O2)C=2C(=C(C=CC2)C2=C(C(=CC=C2)NC=2C=3N(C=CN2)C(=CN3)CN3C[C@H](CC3)O)C)C)C1)C#N (S)-5-(hydroxymethyl)-2-(3'-((3-((3-hydroxypyrrolidin-1-yl)methyl)imidazo[1,2-a]pyrazin-8-yl)amino)-2,2'-dimethyl-[1,1'-biphenyl]-3-yl)benzo[d]oxazole-7-carbonitrile